FC=1C=C2C3=C(NC2=CC1)C(N([C@@H](C3)C)CC3(COC3)F)C3=C(C=C(C=C3)NC3CN(C3)CCCF)OCF N-(4-((3R)-6-fluoro-2-((3-fluorooxetan-3-yl)methyl)-3-methyl-2,3,4,9-tetrahydro-1H-pyrido[3,4-b]indol-1-yl)-3-(fluoromethoxy)phenyl)-1-(3-fluoropropyl)azetidin-3-amine